5-(2-fluoro-6-hydroxy-3-(pyridin-2-ylethynyl)phenyl)-1,2,5-thiadiazolidin-3-one 1,1-dioxide FC1=C(C(=CC=C1C#CC1=NC=CC=C1)O)N1CC(NS1(=O)=O)=O